COC=1C=C(CN2C=CC3=CC=C(C=C23)C(=O)O)C=C(C1)OC 1-(3,5-dimethoxybenzyl)-1H-indole-6-carboxylic acid